CC(CCN1CCC2([C@@H](C2)CNC2=CC=C(N=N2)C2=CC=C(C=C2)NC(C)=O)CC1)(C)C N-[4-[6-[[(2R)-6-(3,3-dimethylbutyl)-6-azaspiro[2.5]octan-2-yl]methylamino]pyridazin-3-yl]phenyl]acetamide